BrC=1C=C(C(=NC1)C(C)(C)O)Cl 2-(5-bromo-3-chloropyridin-2-yl)propan-2-ol